ClC=1C=C(C=C(C1)Cl)C1=CC(=CC(=N1)OC=1C=NC(=NC1)N1C[C@@H](N(CC1)C(=O)OC(C)(C)C)C)C(=O)OC tert-butyl (S)-4-(5-((6-(3,5-dichlorophenyl)-4-(methoxycarbonyl) pyridin-2-yl) oxy) pyrimidin-2-yl)-2-methylpiperazine-1-carboxylate